FCCCN1CC(C1)CC1=CC=C(C=C1)C1=C(CCCC2=C1C=CC=C2)CC(C)C 9-(4-((1-(3-Fluoropropyl)azetidin-3-yl)methyl)phenyl)-8-isobutyl-6,7-dihydro-5H-benzo[7]annulen